decanedi-carboxylic acid C(CCCCCCCCC)(C(=O)O)C(=O)O